hydrazine mono-hydrate O.NN